1-(1-bicyclo[1.1.1]pentanyl)-3-[5-cyclopropyl-4-[5-(4-piperidyl)pyrimidin-2-yl]isoxazol-3-yl]pyrazolo[3,4-d]pyrimidin-4-amine C12(CC(C1)C2)N2N=C(C=1C2=NC=NC1N)C1=NOC(=C1C1=NC=C(C=N1)C1CCNCC1)C1CC1